C(C)NCC(C[Si](OC)(OC)OC)C N-Ethyl-(3-amino-2-methylpropyl)trimethoxysilan